1-butyl-3-methylimidazole tryptophan salt N[C@@H](CC1=CNC2=CC=CC=C12)C(=O)O.C(CCC)N1CN(C=C1)C